(R)-3-(3-((4-ethyl-2,3-dioxopiperazine-1-carboxamido)methyl)azetidine-3-carboxamido)-2-hydroxy-3,4-dihydro-2H-benzo[e][1,2]oxaborinine-8-carboxylic acid, trifluoroacetic acid salt FC(C(=O)O)(F)F.C(C)N1C(C(N(CC1)C(=O)NCC1(CNC1)C(=O)N[C@@H]1B(OC2=C(C1)C=CC=C2C(=O)O)O)=O)=O